tert-butyl ((3S,6S)-4-methoxy-6-(5-(3-cis-(trifluoromethoxy)cyclobutyl)-1,3,4-oxadiazol-2-yl)tetrahydro-2H-pyran-3-yl)carbamate COC1[C@H](CO[C@@H](C1)C=1OC(=NN1)C1(CCC1)OC(F)(F)F)NC(OC(C)(C)C)=O